N-(4-chlorophenyl)-N-methyl-3-[4-[(2,2,2-trifluoroacetyl)amino]phenyl]imidazo[1,2-a]pyrazine-6-carboxamide ClC1=CC=C(C=C1)N(C(=O)C=1N=CC=2N(C1)C(=CN2)C2=CC=C(C=C2)NC(C(F)(F)F)=O)C